(S)-2-(4-(4-(2-(2-Aminopyridin-3-yl)-5-phenyl-3H-imidazo[4,5-b]pyridin-3-yl)benzyl)-2-methylpiperazin-1-yl)pyrimidine-4-carbonitrile NC1=NC=CC=C1C1=NC=2C(=NC(=CC2)C2=CC=CC=C2)N1C1=CC=C(CN2C[C@@H](N(CC2)C2=NC=CC(=N2)C#N)C)C=C1